3-((tert-butyldimethylsilyl)oxy)-6'-chloro-2'-ethyl-1',2'-dihydro-3'H-spiro[cyclobutane-1,4'-isoquinolin]-3'-one [Si](C)(C)(C(C)(C)C)OC1CC2(C(N(CC3=CC=C(C=C23)Cl)CC)=O)C1